barium zinc salt [Zn].[Ba]